(R)-2-(3-((3-fluorooxetan-3-yl)(4-methyl-4H-1,2,4-triazol-3-yl)methyl)phenyl)-6-(((1-methylcyclobutyl)amino)methyl)-4-(trifluoromethyl)isoindolin-1-one FC1(COC1)[C@H](C=1C=C(C=CC1)N1C(C2=CC(=CC(=C2C1)C(F)(F)F)CNC1(CCC1)C)=O)C1=NN=CN1C